(l)-4-tert-Butoxy-4-oxobutanoic acid C(C)(C)(C)OC(CCC(=O)O)=O